2-ethyl-2,5-norbornadiene C(C)C=1C2C=CC(C1)C2